ClC=1C=C2C=NC(=NC2=CC1N1CCC(CC1)(O)C)NC=1C=NN(C1C)[C@H]1[C@@H](CC1)OC |o1:26,27| 1-[6-chloro-2-({1-[(1R,2R) or (1S,2S)-2-methoxycyclobutyl]-5-methyl-1H-pyrazol-4-yl}amino)quinazolin-7-yl]-4-methylpiperidin-4-ol